(S)-2-cyano-4-(2-(1-ethyl-3-(trifluoromethyl)-1H-pyrazol-4-yl)phenyl)-4,7-dihydrothieno[2,3-c]pyridin C(#N)C1=CC2=C(CN=C[C@H]2C2=C(C=CC=C2)C=2C(=NN(C2)CC)C(F)(F)F)S1